FC=1C(=NC=C(C1)F)NC1=CC(=C(C=N1)C(=O)NOCC)NC1=C(C(=CC(=C1)F)C1=NC=C(C=N1)F)OC 6-[(3,5-difluoropyridin-2-yl)amino]-N-ethoxy-4-((5-fluoro-3-(5-fluoropyrimidin-2-yl)-2-methoxyphenyl)amino)pyridine-3-carboxamide